C[C@@H]1CNC(O1)=O |r| racemic-5-methyl-1,3-oxazolidin-2-one